C(#N)C(C(OC)C1=CC=C(C=C1)CNC(C1=C(C=CC(=C1)F)OC)=O)C#N N-[[4-(2,2-dicyano-1-methoxy-ethyl)phenyl]methyl]-5-fluoro-2-methoxy-benzamide